SCC(=O)O.C(O)C(C)(CO)CO trimethylolethane (mercaptoacetate)